C1(CCCCC1)NC=1C2=C(N=CC1C#CC1=NC(=CC=C1)OC)NC=C2 N-cyclohexyl-5-((6-methoxypyridin-2-yl)ethynyl)-1H-pyrrolo[2,3-b]Pyridin-4-amine